N-(2-(2-morpholinoethyl)-6-(thiophene-3-yl)-2H-indazol-5-yl)-2-(pyridin-3-yl)thiazole-4-carboxamide O1CCN(CC1)CCN1N=C2C=C(C(=CC2=C1)NC(=O)C=1N=C(SC1)C=1C=NC=CC1)C1=CSC=C1